3-ethyl-17-((2S,3S)-3-hydroxy-6-methylheptan-2-yl)-10,13-dimethylhexadecahydro-1H-cyclopenta[a]phenanthren-3-ol C(C)C1(CCC2(C3CCC4(C(CCC4C3CCC2C1)[C@H](C)[C@H](CCC(C)C)O)C)C)O